(R)-N-(3-(1-((2-amino-5-chloropyridin-3-yl)oxy)ethyl)phenyl)-3-(methylsulfonyl)benzamide NC1=NC=C(C=C1O[C@H](C)C=1C=C(C=CC1)NC(C1=CC(=CC=C1)S(=O)(=O)C)=O)Cl